N-(3-chloro-2-fluorophenyl)-7-methoxy-6-(2-(morpholinooxy)ethoxy)quinazolin-4-amine ClC=1C(=C(C=CC1)NC1=NC=NC2=CC(=C(C=C12)OCCON1CCOCC1)OC)F